FC(OC12N(CC(CC1)C2)C(=O)[O-])(F)F (trifluoromethoxy)-2-azabicyclo[2.2.1]heptane-2-carboxylate